4-amino-4-(2-fluoro-4-trifluoromethyl-phenyl)-tetrahydro-pyran-3-ol NC1(C(COCC1)O)C1=C(C=C(C=C1)C(F)(F)F)F